C(C)OC(=O)N(NC1=CC=C(C=C1)Cl)C(C)=C1C(NNC1=O)=O 1-(1-(3,5-Dioxopyrazolidin-4-ylidene)ethyl)-2-(4-chlorophenyl)hydrazinocarboxylic acid ethyl ester